3,5-dibromomethylbenzoate BrCC=1C=C(C(=O)[O-])C=C(C1)CBr